2-N-cyclopropyl-2-fluoro-4-methyl-5-{1-[6-(2-methylpropane-2-sulfonyl)imidazo[1,2-a]pyridin-3-yl]-1H-pyrazol-4-yl}benzamide C1(CC1)N1N(C=C(C1)C=1C(=CC(=C(C(=O)N)C1)F)C)C1=CN=C2N1C=C(C=C2)S(=O)(=O)C(C)(C)C